BrC=1C=C(C=C(C1OC)Br)C(=O)N1C2=C(SCC1)C=CC=C2 (3,5-dibromo-4-methoxyphenyl)(2,3-dihydro-4H-benzo[b][1,4]thiazin-4-yl)methanone